C(CCCCCCCCC)(=O)OC(C)(C)C1=CC=CC=C1 cumyl decanoate